tert-Butyl 1-(((tert-butyldimethylsilyl)oxy)methyl)-4-((s)-2-(trans-4-methoxycyclohexyl)vinyl)-7-azabicyclo[2.2.1]heptane-7-carboxylate [Si](C)(C)(C(C)(C)C)OCC12CCC(CC1)(N2C(=O)OC(C)(C)C)C=C[C@@H]2CC[C@H](CC2)OC